ClC=1C(=C(C(=CC1)C(F)F)C1=CN=CC(=N1)C(=O)NC=1C=NN(C1)C(C)C=1C(=NC(=NC1)S(=O)(=O)C)C)F 6-(3-chloro-6-(difluoromethyl)-2-fluorophenyl)-N-(1-(1-(4-methyl-2-(methylsulfonyl)-pyrimidin-5-yl)ethyl)-1H-pyrazol-4-yl)pyrazine-2-carboxamide